N[C@H](C(=O)NC=1C=CC(=C(C(=O)N[C@H](C)C2=CC=CC3=CC=CC=C23)C1)C)CC 5-((S)-2-aminobutanamido)-2-methyl-N-((R)-1-(naphthalen-1-yl)ethyl)benzamide